C1=CC=CC=2C3=CC=CC=C3C(C12)COC(=O)N[C@@H](CCC(NCCOCCOC)=O)C(=O)O N2-(((9H-fluoren-9-yl)methoxy)carbonyl)-N5-(2-(2-methoxyethoxy)ethyl)-L-glutamine